3-(5-(3-(4-(4-(1-(2-amino-4-(trifluoromethoxy)benzoyl)piperidin-4-yl)quinazolin-7-yl)piperazin-1-yl)propyl)-1-oxoisoindolin-2-yl)piperidine-2,6-dione NC1=C(C(=O)N2CCC(CC2)C2=NC=NC3=CC(=CC=C23)N2CCN(CC2)CCCC=2C=C3CN(C(C3=CC2)=O)C2C(NC(CC2)=O)=O)C=CC(=C1)OC(F)(F)F